(2S)-2-(4-chlorophenoxy)-N-[(pyrrolidin-3-yl)methoxy]propanamide ClC1=CC=C(O[C@H](C(=O)NOCC2CNCC2)C)C=C1